tert-butyl (R)-(5-oxopentan-2-yl)carbamate O=CCC[C@@H](C)NC(OC(C)(C)C)=O